3-Amino-9,13b-dihydro-1H-dibenz[c,f]imidazo[1,5-a]azepine NC1=NCC2N1C1=C(CC3=C2C=CC=C3)C=CC=C1